Triiodopyrylium IC1=C(C(=[O+]C=C1)I)I